BrC1=CC(=C(C=C1)C1N(C(CC2=C(C(=CC=C12)N)C)C)CC1(CC1)F)OC 1-(4-bromo-2-methoxyphenyl)-2-((1-fluorocyclopropyl)methyl)-3,5-dimethyl-1,2,3,4-tetrahydroisoquinolin-6-amine